N1(CCCCC1)C(CNC(CCCCCCCC)=O)C=1C=NC=CC1 N-(2-piperidin-1-yl-2-pyridin-3-ylethyl)nonanamide